C(C)(C)(C)OC(=O)N(CCC1=NC(=NO1)CCNC1=NC2=C(C3=CN=CC=C13)C=CC(=C2)C(=O)O)CC2=CC(=C(C=C2)C2=CC=CC=C2)Cl 5-((2-(5-(2-((tert-Butoxycarbonyl)((2-chloro-[1,1'-biphenyl]-4-yl)methyl)amino)ethyl)-1,2,4-oxadiazol-3-yl)ethyl)amino)benzo[c][2,6]naphthyridine-8-carboxylic acid